tertbutyl ((1-(2-(2,6-dioxopiperidin-3-yl)-1,3-dioxoisoindolin-5-yl)piperidin-4-yl)methyl)carbamate O=C1NC(CCC1N1C(C2=CC=C(C=C2C1=O)N1CCC(CC1)CNC(OC(C)(C)C)=O)=O)=O